NC1=NC=CC2=C(C=CC=C12)C=1C=C2C(=NN(C2=CC1)C1COCCC1)COC1=C(C=CC=C1)CC(=O)O 2-(2-((5-(1-aminoisoquinolin-5-yl)-1-(tetrahydro-2H-pyran-3-yl)-1H-indazol-3-yl)methoxy)phenyl)acetic acid